C(C)(C)(C)OC(CCOC1=C(C=C(C=C1F)F)C1=CC[C@@H](CC1)OCOC(=O)N1CC2(CC1)NC(COC2)=O)=O ({[(1R)-4-{2-[3-(tert-butoxy)-3-oxopropoxy]-3,5-difluorophenyl}cyclohex-3-en-1-yl]oxy}methyl)-7-oxo-9-oxa-2,6-diazaspiro[4.5]decane-2-carboxylate